Methyl (S)-2-(4-(6-((5-chlorothiazol-2-yl)methoxy)pyridin-2-yl)-2,5-difluorobenzyl)-1-(oxetan-2-ylmethyl)-1H-benzo[d]imidazole-6-carboxylate ClC1=CN=C(S1)COC1=CC=CC(=N1)C1=CC(=C(CC2=NC3=C(N2C[C@H]2OCC2)C=C(C=C3)C(=O)OC)C=C1F)F